N1=NC(=CC=C1)C=1C=2N(C=NC1)C=C(N2)C#N 8-pyridazin-3-yl-imidazo[1,2-c]Pyrimidine-2-carbonitrile